methyl-5-bromo-2-((4-methoxybenzyl)oxy)benzonitrile CC=1C(=C(C#N)C=C(C1)Br)OCC1=CC=C(C=C1)OC